(3-Chloro-4-fluorophenyl)-1-(6-methoxypyridin-3-yl)-1-((1,4,5,6-tetrahydropyrano[2,3-c]pyrazol-3-yl)methyl)urea ClC=1C=C(C=CC1F)NC(N(CC=1C2=C(NN1)OCCC2)C=2C=NC(=CC2)OC)=O